O=C1C(=C(N=CN1)C1=CC=NC=C1)C#N 6-oxo-4-(pyridin-4-yl)-1,6-dihydropyrimidine-5-carbonitrile